4'-(β-D-glucopyranosyloxy)-5,7-dihydroxy-6-β-D-glucopyranosyl-flavone [C@@H]1([C@H](O)[C@@H](O)[C@H](O)[C@H](O1)CO)OC1=CC=C(C=2OC3=CC(=C(C(=C3C(C2)=O)O)[C@H]2[C@H](O)[C@@H](O)[C@H](O)[C@H](O2)CO)O)C=C1